S=C1NC2=C(OCC1NC(OCC1=CC=CC=C1)=O)C=CC=C2 benzyl 4-thioxo-2,3,4,5-tetrahydrobenzo[b][1,4]oxazepin-3-ylcarbamate